4-[[2-(5-Chloro-2-hydroxy-phenyl)acetyl]amino]-N-[(3R)-3-(hydroxymethyl)tetrahydrofuran-3-yl]pyridine-2-carboxamide ClC=1C=CC(=C(C1)CC(=O)NC1=CC(=NC=C1)C(=O)N[C@@]1(COCC1)CO)O